NC1=NC=CC=C1C1=NC=2C(=NC(=CC2)C2=CC=CC=C2)N1C1=CC=C(C=C1)CC1=C(C(=O)N)C=CC(=C1)C=1C(N(N(C1)COCC[Si](C)(C)C)C)=O [[4-[2-(2-amino-3-pyridyl)-5-phenyl-imidazo[4,5-b]pyridin-3-yl]phenyl]methyl]-4-[2-methyl-3-oxo-1-(2-trimethylsilylethoxymethyl)pyrazol-4-yl]benzamide